tert-butyl (R)-3-((S)-3-(3-allylphenyl)-1-(tert-butoxy)-1-oxopropan-2-yl-3,3-d2)pyrrolidine-1-carboxylate C(C=C)C=1C=C(C=CC1)C([C@H](C(=O)OC(C)(C)C)[C@@H]1CN(CC1)C(=O)OC(C)(C)C)([2H])[2H]